C(C)(C)(C)OC(=O)N1CC=2C(CCC1)=NNC2.C(C)(C)(C)OC(=O)N2CC=1C(CCC2)=NN(C1)N amino-4,6,7,8-tetrahydropyrazolo[4,3-C]azepine-5(2H)-carboxylic acid tert-butyl ester t-butyl-4,6,7,8-tetrahydropyrazolo[4,3-C]azepine-5(2H)-carboxylate